N1C=C(C2=CC=CC=C12)C[C@@H]1C(N[C@H](C2=NC3=CC=C(C=C3C(N21)=O)Cl)C(C)C)=O (1S,4R)-4-((1H-indol-3-yl)methyl)-8-chloro-1-isopropyl-1,2-dihydro-6H-pyrazino[2,1-b]quinazoline-3,6(4H)-dione